8-chloro-2,4-dioxo-3,4-dihydro-2H-benzo[e][1,3]oxazine-6-sulfonyl chloride ClC1=CC(=CC=2C(NC(OC21)=O)=O)S(=O)(=O)Cl